FC1(CCC(CC1)NC(=O)C=1C(N(C2=NC=CC=C2C1O)CC(CO)O)=O)F N-(4,4-difluorocyclohexyl)-1-(2,3-dihydroxypropyl)-4-hydroxy-2-oxo-1,8-naphthyridine-3-carboxamide